behenyl-propyl-dihydroxyethyl-amine C(CCCCCCCCCCCCCCCCCCCCC)N(CC(O)O)CCC